nonane-1-carboxamide C(CCCCCCCC)C(=O)N